C(C1=CC=CC=C1)N1CC2(CC2)C(CC1)C(=O)OC methyl 5-benzyl-5-azaspiro[2.5]octane-8-carboxylate